6-(1-piperidinoyl)caproic acid N1(CCCCC1)C(=O)CCCCCC(=O)O